C(C)(C)(C)OC(N[C@@H](CC=O)C1=CC=CC=C1)=O (S)-N-(3-oxo-1-phenylpropyl)carbamic acid tert-butyl ester